1-(6-(5-methyl-1H-tetrazol-1-yl)Pyridin-3-yl)ethan CC1=NN=NN1C1=CC=C(C=N1)CC